FC1=CC=2OC[C@@H](C(N(C2N=C1)C)=O)NC(C1=CC=CC=C1)(C1=CC=CC=C1)C1=CC=CC=C1 (S)-8-fluoro-5-methyl-3-(tritylamino)-2,3-dihydropyrido[3,2-b][1,4]oxazepin-4(5H)-one